acryloxy-hexacosane C(C=C)(=O)OCCCCCCCCCCCCCCCCCCCCCCCCCC